ClC1=C(C=C2C(=NC(=NC2=C1SC[C@H](CO)N1N=NC=C1)O)O)C(F)(F)F (S)-7-chloro-8-((3-hydroxy-2-(1H-1,2,3-triazol-1-yl)propyl)thio)-6-(trifluoromethyl)quinazoline-2,4-diol